BrC1=CC(=C(C=C1)Cl)CC1=CC=C(C=C1)OCC 4-Bromo-1-chloro-2-(4-ethoxybenzyl)benzene